FC1=CC=NC2=CC=C(C=C12)C(=O)[O-].[Na+] sodium (E)-4-fluoro-6-quinolinecarboxylate